(S)-5-formyl-2-(3'-(7-((3-hydroxypyrrolidin-1-yl)methyl)-2-methylpyrido[3,2-d]pyrimidin-4-ylamino)-2,2'-dimethylbiphenyl-3-yl)benzo[d]oxazole-7-carbonitrile C(=O)C=1C=C(C2=C(N=C(O2)C=2C(=C(C=CC2)C2=C(C(=CC=C2)NC=2C3=C(N=C(N2)C)C=C(C=N3)CN3C[C@H](CC3)O)C)C)C1)C#N